(R)-4-BOC-morpholine-2-carboxylic acid C(=O)(OC(C)(C)C)N1C[C@@H](OCC1)C(=O)O